SC(C(=O)O)C.SC(C(=O)O)C.SC(C(=O)O)C.C(O)C(CC)(CO)CO trimethylolpropane tri-(2-mercaptopropionate)